COC1=C(C(=CC(=C1)C1=NC2=C(N1)C=CC(=C2)N2CC(C2)C)O)O 3-methoxy-5-(5-(3-methylazetidin-1-yl)-1H-benzo[d]imidazol-2-yl)benzene-1,2-diol